Tert-butyl (2-(3-(4-((4-(2-(N-methylmethylsulfonamido)benzamido)phenyl)sulfonyl)piperazin-1-yl)phenoxy)ethyl)carbamate CN(S(=O)(=O)C)C1=C(C(=O)NC2=CC=C(C=C2)S(=O)(=O)N2CCN(CC2)C=2C=C(OCCNC(OC(C)(C)C)=O)C=CC2)C=CC=C1